ClC1=CC=C(C(=N1)C(=O)N)O[C@H](C)C=1C=C(C=C2C(C(=C(OC12)C1=CC=C2CCC(N(C2=C1)C)=O)C)=O)C 6-Chloro-3-[(1R)-1-[3,6-dimethyl-2-(1-methyl-2-oxo-3,4-dihydroquinolin-7-yl)-4-oxo-chromen-8-yl]ethoxy]pyridine-2-carboxamide